C1(=C(C=CC=C1)N(C=1C2(C3=CC4=CC=CC=C4C3=CC1C1=CC=CC=C1)C=CC=C1C3=CC=CC=C3C=C12)C1=C(C(=CC=2C3=CC=CC=C3CC12)C)C)C1=CC=CC=C1 (biphenylyl)(dimethylfluorenyl)(Phenylspirobifluorenyl)amine